2-(3-fluoroquinolin-5-yl)acetonitrile FC=1C=NC2=CC=CC(=C2C1)CC#N